ClC=1C=C(C(=O)NC=2N=CSC2C(=O)NCC2=C(C=CC=C2)C(F)(F)F)C=C(C1O)F 4-(3-chloro-5-fluoro-4-hydroxybenzamido)-N-{[2-(trifluoromethyl)phenyl]methyl}-1,3-thiazole-5-carboxamide